COC(CC1(CNC2=CC=C(C=C12)F)C)=O 2-(5-fluoro-3-methylindoline-3-yl)acetic acid methyl ester